CS(=O)(=O)C1=CC=C(C2=C1N=CO2)C=2SC=CN2 4-(methylsulfonyl)-7-(thiazol-2-yl)benzo[d]oxazole